BrC1=NN(C(=N1)Br)C 3,5-Dibromo-1-methyl-1,2,4-triazol